CN1C=C(C=2C(N(C=C(C21)C)C)=O)C(=O)N[C@H]2C[C@@H](CCC2)OCCC |r| 1,5,7-trimethyl-4-oxo-N-[rac-(1R,3R)-3-propoxycyclohexyl]-4,5-dihydro-1H-pyrrolo[3,2-c]pyridine-3-carboxamide